6-(3-(4-(1H-indol-3-yl)piperidin-1-yl)propoxy)-2-(3,4-dichlorophenyl)pyridazin-3(2H)-one N1C=C(C2=CC=CC=C12)C1CCN(CC1)CCCOC=1C=CC(N(N1)C1=CC(=C(C=C1)Cl)Cl)=O